methyl 5-bromo-4-fluoro-2-methylbenzoate BrC=1C(=CC(=C(C(=O)OC)C1)C)F